2-(3,8-diazabicyclo[3.2.1]oct-8-yl)-N-cyclopentyl-4-(1-hydroxypropan-2-yl)benzo[d]thiazole-6-carboxamide C12CNCC(CC1)N2C=2SC1=C(N2)C(=CC(=C1)C(=O)NC1CCCC1)C(CO)C